C([O-])([O-])=O.[Ca+2].C([O-])([O-])=O.[Ca+2] Calcium carbonat Calcium carbonat